3-(5-(5-(5-amino-4,5,6,7-tetrahydro-2H-indazol-2-yl)-7-methoxy-1-methyl-1H-benzo[d]imidazol-2-yl)-2,3-dihydro-1H-pyrrolo[1,2,3-de]quinoxalin-1-yl)propan-1-ol NC1CC2=CN(N=C2CC1)C1=CC2=C(N(C(=N2)C2=CC=3C=4N2CCN(C4C=CC3)CCCO)C)C(=C1)OC